BrC=1SC(=CN1)C1=CC=C(C=C1)S(=O)(=O)NC1=C(C=C(C(=O)OC)C=C1)OC methyl 4-((4-(2-bromothiazol-5-yl)phenyl)sulfonamido)-3-methoxybenzoate